S(=O)(=O)(O)OOS(=O)(=O)[O-].[K+] potassium hydrogen Peroxydisulfate